2-phenyl-1,3,4-thiadiazole C1(=CC=CC=C1)C=1SC=NN1